[Sn].CNC dimethylamine tin